C(CCCCCCCCCCCCCCCCCCCCC)(=O)OC(CO)CO 2-docosanoyl-glycerol